C(#N)CCCCN1N=NC(=C1)C(=O)NCC=1SC(=NN1)C1=CC=CC=C1 1-(4-cyanobutyl)-N-((5-phenyl-1,3,4-thiadiazol-2-yl)methyl)-1H-1,2,3-triazole-4-carboxamide